2,4-dimethyl-3-(3-methyl-2-(6-(4-methylpiperazin-1-yl)pyridin-3-yl)-1H-pyrrolo[2,3-b]pyridin-5-yl)phenol CC1=C(C=CC(=C1C=1C=C2C(=NC1)NC(=C2C)C=2C=NC(=CC2)N2CCN(CC2)C)C)O